F[P-](F)(F)(F)(F)F hexafluoro-phosphate